2-(1H-pyrazol-4-yl)cyclopropanecarboxamide N1N=CC(=C1)C1C(C1)C(=O)N